4-{6-[(2,2,6,6-tetramethylpiperidin-4-yl)oxy]pyridazin-3-yl}benzene-1,3-diol CC1(NC(CC(C1)OC1=CC=C(N=N1)C1=C(C=C(C=C1)O)O)(C)C)C